FC1=CC=CC(=N1)CC1=CC(=NC=C1)C(=O)N[C@@H]1C(N(C2=C(OC1)C=CC(=C2)C#CC2(COC2)O)C)=O (S)-4-((6-fluoropyridin-2-yl)methyl)-N-(7-((3-hydroxyoxetan-3-yl)ethynyl)-5-methyl-4-oxo-2,3,4,5-tetrahydrobenzo[b][1,4]oxazepin-3-yl)pyridineamide